C12(CC3CC(CC(C1)C3)C2)NCC#CC=2C=C3C(N(C(=NC3=CC2)C)C2C(NC(CC2)=O)=O)=O 3-(6-(3-(((1s,3s)-adamantane-1-yl)amino)prop-1-yn-1-yl)-2-methyl-4-oxoquinazoline-3(4H)-yl)piperidine-2,6-dione